ClC1=CC=C(CNC(=O)NC2=CC=C(C=C2)CN2[C@@H](CN(CC2=O)C)C)C=C1 (R)-1-(4-chlorobenzyl)-3-(4-((2,4-dimethyl-6-oxopiperazin-1-yl)methyl)phenyl)urea